tris(pyrrolyl)sulfonium chloride salt [Cl-].N1C(=CC=C1)[S+](C=1NC=CC1)C=1NC=CC1